C1(=CC=C(C=2C(=CC=C(C12)C(=O)[O-])C(=O)[O-])C(=O)[O-])C(=O)[O-] 1,4,5,8-naphthalenetetracarboxylate